OC(CP([O-])(=O)[O-])P([O-])(=O)[O-] hydroxyethanebisphosphonate